(3S,4R,5R,6S)-1-(6-{[2-(3,5-difluorophenyl)-1,3-thiazol-4-yl]methoxy}-5-fluorohexyl)-3,4,5,6-azepanetetrol FC=1C=C(C=C(C1)F)C=1SC=C(N1)COCC(CCCCN1C[C@@H]([C@H]([C@@H]([C@H](C1)O)O)O)O)F